trimethyl-2-Isopropyl-butyramide CC(CC(C(=O)N)C(C)C)(C)C